NC1=CC=C(C=N1)C1(C=CC(=NN1)C1C(S(CC1=O)CC1=C(C=CC=C1F)F)=O)OC 6-(6-aminopyridin-3-yl)-1-[(2,6-difluorophenyl)methyl]-3-(6-methoxypyridazin-3-yl)-2,4-dioxothiophen